4-[4-[[1-[(1S)-3-hydroxy-1-methyl-propyl]-3-[3-(2-morpholinoethoxy)phenyl]pyrazolo[4,3-c]pyridin-6-yl]amino]pyrimidin-2-yl]-2-methyl-pyrazol-3-ol OCC[C@H](C)N1N=C(C=2C=NC(=CC21)NC2=NC(=NC=C2)C2=C(N(N=C2)C)O)C2=CC(=CC=C2)OCCN2CCOCC2